(S)-3-((2,6-dichlorobenzyl)amino)-6-fluoro-5-(1-(2-fluorophenyl)ethyl)-4H-benzo[e][1,2,4]thiadiazine 1,1-dioxide ClC1=C(CNC2=NS(C3=C(N2)C(=C(C=C3)F)[C@@H](C)C3=C(C=CC=C3)F)(=O)=O)C(=CC=C1)Cl